BrC=1C=C(C(=NC1)N1N=C2C(C=NC(=C2)C(F)(F)F)=C1)S(=O)(=O)CC 2-(5-bromo-3-ethylsulfonyl-2-pyridyl)-6-(trifluoromethyl)pyrazolo[4,3-c]pyridine